3-[3-Methyl-5-[2-[(2S)-morpholin-2-yl]ethyl]-2-oxo-benzimidazol-1-yl]piperidine-2,6-dione CN1C(N(C2=C1C=C(C=C2)CC[C@H]2CNCCO2)C2C(NC(CC2)=O)=O)=O